(R)-1-(2-(2-(1-(2-(1-fluorocyclopropane-1-carbonyl)-2-azaspiro[3.4]octan-6-yl)piperidin-4-yl)phenoxy)ethyl)pyrrolidin-2-one FC1(CC1)C(=O)N1CC2(C1)C[C@@H](CC2)N2CCC(CC2)C2=C(OCCN1C(CCC1)=O)C=CC=C2